4-(6-ethoxy-2-fluoro-3-pyridyl)-5-[4-[(3S)-1-(3-fluoropropyl)pyrrolidin-3-yl]oxyphenyl]-2,3-dihydro-1-benzothiepin-8-ol C(C)OC1=CC=C(C(=N1)F)C=1CCSC2=C(C1C1=CC=C(C=C1)O[C@@H]1CN(CC1)CCCF)C=CC(=C2)O